Cl.C1(=CC=CC=C1)CCCCNC(=O)N1CCCCC1 N-(4-phenylbutyl)piperidine-1-carboxamide hydrochloride